(2S,3S,4S,5R,6R)-3,4,5-triacetoxy-6-bromotetrahydropyran-2-carboxylic acid methyl ester COC(=O)[C@H]1O[C@@H]([C@@H]([C@H]([C@@H]1OC(C)=O)OC(C)=O)OC(C)=O)Br